5-Fluoro-N-[2-[4-(hydroxymethyl)cyclohexyl]-6-(1-hydroxy-1-methyl-ethyl)indazol-5-yl]pyridine-2-carboxamide FC=1C=CC(=NC1)C(=O)NC1=CC2=CN(N=C2C=C1C(C)(C)O)C1CCC(CC1)CO